3,5-dibromo-1-isopropylpyridin-2(1H)-one BrC=1C(N(C=C(C1)Br)C(C)C)=O